N-(4-chlorobenzo[d]isoxazol-3-yl)-4-methylbenzenesulfonamide ClC1=CC=CC2=C1C(=NO2)NS(=O)(=O)C2=CC=C(C=C2)C